ClC=1C=CC(=C(C1)NS(=O)(=O)C1=CC=C(C=C1)S(=O)(=O)N(C)C)N1CCC(CC1)C N1-(5-chloro-2-(4-methylpiperidin-1-yl)phenyl)-N4,N4-dimethylbenzene-1,4-disulfonamide